COC=1C=C(C=CC1N1C=NC(=C1)C)C(C)N1CN=CC2=C1SC=C2 N-[1-[3-methoxy-4-(4-methylimidazol-1-yl)phenyl]ethyl]thieno[2,3-d]pyrimidin